2-(1-(4-bromophenyl)cyclopropyl)-5,6,7,8-tetrahydropyrido[4,3-d]-pyrimidin-4(3H)-one BrC1=CC=C(C=C1)C1(CC1)C=1NC(C2=C(N1)CCNC2)=O